N1CCC(CC1)CN1C2CN(CC(C1)C2)C2=CC=C(C=C2)NC2C(NC(CC2)=O)=O 3-((4-(6-(piperidin-4-ylmethyl)-3,6-diazabicyclo[3.2.1]octan-3-yl)phenyl)amino)piperidine-2,6-dione